CC1=C(C=C(C(=C1)OC1=CC(=CC=C1)SCC(C(F)F)(F)F)C)N=CN(C)CC N'-(2,5-dimethyl-4-{3-[(2,2,3,3-tetrafluoropropyl)-sulfanyl]phenoxy}phenyl)-N-ethyl-N-methylimidoformamide